C1=CC(NC=2C=CC3=C(C12)C=CC=C3)=O benzo[f]quinolin-3(4H)-one